methyl (R)-3-(3-(3-amino-2,5-difluoro-4-methylphenyl)-1,2,4-oxadiazol-5-yl)pyrrolidine-1-carboxylate NC=1C(=C(C=C(C1C)F)C1=NOC(=N1)[C@H]1CN(CC1)C(=O)OC)F